3-methoxy-1-((R)-3-(methylamino)pyrrolidin-1-yl)propan-1-ol COCCC(O)N1C[C@@H](CC1)NC